2-[3-(5-fluoro-2-methyl-6-{[(1r,4r)-4-(trifluoromethyl)cyclohexyl]oxy}pyrimidin-4-yl)-4-(trifluoromethyl)-1H-pyrrolo[3,2-c]pyridin-1-yl]ethan-1-ol FC=1C(=NC(=NC1OC1CCC(CC1)C(F)(F)F)C)C1=CN(C2=C1C(=NC=C2)C(F)(F)F)CCO